Dodecane-dioic dihydrazide C(CCCCCCCCCCC(=O)NN)(=O)NN